Cl.O1CCCC12CCNCC2 1-oxa-8-azaspiro[4.5]decane HCl salt